C(C)NCCC1=NN=C(O1)C1=C(NC2=CC=C(C=C2)C(F)(F)F)C=CC=C1 2-(5-(2-(ethylamino)ethyl)-1,3,4-oxadiazol-2-yl)-N-(4-(trifluoromethyl)phenyl)aniline